FC1=C(C(=C(C(=C1[2H])[2H])C=1NC2=CC=CC=C2C1C(C(=O)O)C)[2H])[2H] (2-(4-fluorophenyl-2,3,5,6-d4)-1H-indol-3-yl)propionic acid